FC(F)(F)S(=O)(=O)OC1=CC(=C(C(=C1)C)CC1=CC=C2C(=N1)C(=CN2S(=O)(=O)C2=CC=C(C)C=C2)C(C)C)C 4-((3-isopropyl-1-p-toluenesulfonyl-1H-pyrrolo[3,2-b]pyridin-5-yl)methyl)-3,5-dimethylphenyl trifluoromethylsulfonate